CN1CCC2(C[C@@H]2C(=O)N[C@@H](CCCCCC(CC)=O)C=2NC(=CN2)C=2C=C3C(=NC2)N(C=N3)C)CC1 (S)-6-Methyl-N-((S)-1-(5-(3-methyl-3H-imidazo[4,5-b]pyridin-6-yl)-1H-imidazol-2-yl)-7-oxononyl)-6-azaspiro[2.5]octan-1-carboxamid